(E,E)-2,4-decadienal C(\C=C\C=C\CCCCC)=O